COC=1C(C(=C(C(C1OC)=O)C)CCCCCCCCCC(F)(F)F)=O 2,3-dimethoxy-5-methyl-6-(10,10,10-trifluorodecyl)cyclohexa-2,5-diene-1,4-dione